5-amino-N-((1R)-1-(2-pyrimidinyl)ethyl)-N-((5-(trifluoromethyl)-2-pyridinyl)methyl)pyrimido[4,5-c]quinoline-9-carboxamide NC1=NC=2C=CC(=CC2C2=C1N=CN=C2)C(=O)N(CC2=NC=C(C=C2)C(F)(F)F)[C@H](C)C2=NC=CC=N2